C1=CC=CC2=CC(=CC=C12)CCC(=O)O 3-(naphthalen-6-yl)propionic acid